FC=1C=C(COC=2C=C3N(C(N2)=O)CC2N3CC(NC2)=O)C=CC1F 7-((3,4-difluorobenzyl)oxy)-11,11a-dihydro-1H-pyrazino[1',2':3,4]imidazo[1,2-c]pyrimidine-3,9(2H,4H)-dione